4-((2S,5R)-2,5-diethyl-4-(1-(4-(trifluoromethoxy)phenyl)ethyl)piperazin-1-yl)-1-methyl-2-oxo-1,2-dihydropyrido[3,2-d]pyrimidine-6-carbonitrile C(C)[C@@H]1N(C[C@H](N(C1)C(C)C1=CC=C(C=C1)OC(F)(F)F)CC)C=1C2=C(N(C(N1)=O)C)C=CC(=N2)C#N